Cl.NCC=1C=NN(C1)CC1=CC2=C(C(=NO2)NS(=O)(=O)C2=C(C=CC(=C2)C(C)C)OC)C(=C1)OC N-(6-((4-(aminomethyl)-1H-pyrazol-1-yl)methyl)-4-methoxybenzo[d]isoxazol-3-yl)-5-isopropyl-2-methoxybenzenesulfonamide hydrochloride